NC=1C=C(N2C1C(NC(C2)=O)C2=C(C=CC(=C2)F)Cl)C(=O)NC 8-amino-1-(2-chloro-5-fluorophenyl)-N-methyl-3-oxo-1,2,3,4-tetrahydropyrrolo[1,2-a]pyrazine-6-carboxamide